(S)-3-(trifluoromethyl)-5,5a,6,7,8,9-hexahydropyrido[3',2':4,5]pyrrolo[1,2-a]Pyrazine FC(C1=CC=2C[C@@H]3N(CCNC3)C2N=C1)(F)F